C(CCCCCCC)[C@H]1[C@H](C1)C(=O)O |r| trans-(1SR,2RS)-2-octylcyclopropanecarboxylic acid